2-(5'-chloro-[2,2'-bithiophene]-5-yl)-N-((1r,2r)-1-(4-cyclopropoxy-3-fluorophenyl)-1-hydroxy-3-(pyrrolidin-1-yl)propan-2-yl)-2-oxoacetamide ClC1=CC=C(S1)C=1SC(=CC1)C(C(=O)N[C@@H]([C@H](O)C1=CC(=C(C=C1)OC1CC1)F)CN1CCCC1)=O